4-(6,7-dimethoxy-4-methylquinolin-2-yl)butyronitrile COC=1C=C2C(=CC(=NC2=CC1OC)CCCC#N)C